CCC1(N(C(CO1)(C)C)O)C 2-ethyl-1-hydroxy-2,5,5-trimethyl-3-oxazolidine